ClC=1C=C(NC(C(C(=O)N[C@H]2C=C[C@H](C2)C(=O)OCC2=CC=CC=C2)OC)=O)C=C(C1)Cl benzyl (1S,4R)-4-[[3-(3,5-dichloroanilino)-2-methoxy-3-oxo-propanoyl]amino]cyclopent-2-ene-1-carboxylate